Dithienophosphorine S1C=CC2=C1C1=C(C=P2)SC=C1